benzyl 3-[1-[2-(benzyloxycarbonylamino)ethyl]-4-piperidyl]-1-(benzyloxycarbonylsulfamoyl)pyrrole-2-carboxylate C(C1=CC=CC=C1)OC(=O)NCCN1CCC(CC1)C1=C(N(C=C1)S(NC(=O)OCC1=CC=CC=C1)(=O)=O)C(=O)OCC1=CC=CC=C1